isoNitrile N#[C-]